C(C(C)C)N1N=NC2=C1C=CC=C2 1-isobutylbenzotriazole